CC(C(CC#N)NCC=1C=C2C=CC(N(C2=CC1)C=1C2=C(N=CN1)NC=C2)=O)C 4-methyl-3-(((2-oxo-1-(7H-pyrrolo[2,3-d]pyrimidin-4-yl)-1,2-dihydroquinolin-6-yl)methyl)amino)valeronitrile